C(C)OC(COC1=CC=C(C=C1)C(=C(CCCl)C1=CC=CC=C1)C1=CC=CC=C1)=O 4-(4-chloro-1,2-diphenyl-but-1-enyl)-phenoxy-acetic acid ethyl ester